C(C)(C)(C)C=1C(=CC(=C(C(=O)N2CC3=CC=CC=C3C2)C1)O)OC 2-(5-(tert-Butyl)-2-hydroxy-4-methoxybenzoyl)isoindolin